[Cs].SC1=NC=CC(=N1)S 2,4-dimercaptopyrimidine cesium salt